C1NCC12CCN(CC2)C2=C(C#N)C=CC=C2 2-(2,7-Diazaspiro[3.5]nonan-7-yl)benzonitrile